N-(4-aminophenylethyl)acetamide NC1=CC=C(C=C1)CCNC(C)=O